(R)-N-(1-(3-(1,1-difluoro-2-methoxyethyl)-5-nitrophenyl)ethyl)-2-(difluoromethyl)-7-methoxy-6-(4-methoxytetrahydro-2H-pyran-4-yl)quinazolin-4-amine FC(COC)(F)C=1C=C(C=C(C1)[N+](=O)[O-])[C@@H](C)NC1=NC(=NC2=CC(=C(C=C12)C1(CCOCC1)OC)OC)C(F)F